COC(CNC1(CN(C1)C(=O)OC(C)(C)C)C[N+](=O)[O-])=O tert-butyl 3-[(2-methoxy-2-oxo-ethyl)amino]-3-(nitromethyl)azetidine-1-carboxylate